5-(3-((1r,2r)-2-hydroxy-4,4-dimethyl-1,2,3,4-tetrahydronaphthalen-1-yl)ureido)-3-methyl-6-(tetrahydro-2H-pyran-4-yl)pyridinecarboxamide O[C@H]1[C@@H](C2=CC=CC=C2C(C1)(C)C)NC(NC=1C=C(C(=NC1C1CCOCC1)C(=O)N)C)=O